cis-(S)-1-phenylethyl 6-[[4-[[4-(trifluoromethyl) phenyl]methyl]pyrazolo[1,5-a]pyridine-3-carbonyl]amino]spiro[3.3]heptane-2-carboxylate FC(C1=CC=C(C=C1)CC=1C=2N(C=CC1)N=CC2C(=O)NC2CC1(CC(C1)C(=O)O[C@@H](C)C1=CC=CC=C1)C2)(F)F